ClC1=C2C(=C(N=C1Cl)C=1C=NC=C(C1)F)C=1CN(CCC1N2)C(CO)=O 1-(6,7-dichloro-9-(5-fluoropyridin-3-yl)-1,3,4,5-tetrahydro-2H-pyrrolo[3,2-c:4,5-c']dipyridin-2-yl)-2-hydroxyethan-1-one